1-(4-chlorophenyl)-1-ethanol ClC1=CC=C(C=C1)C(C)O